Cl.CN(C(=O)C=1C=CC=C2C(=NC=NC12)N[C@H](CN1CCNCC1)C)C N,N-dimethyl-4-[[(2S)-1-piperazin-1-ylpropan-2-yl]amino]quinazoline-8-carboxamide hydrochloride